2-(1-((2-(3,5-dichlorophenyl)-6-((2-(4-(2-hydroxyethyl)piperazin-1-yl)pyrimidin-5-yl)oxy)pyridin-4-yl)methyl)piperidin-4-yl)acetic acid ClC=1C=C(C=C(C1)Cl)C1=NC(=CC(=C1)CN1CCC(CC1)CC(=O)O)OC=1C=NC(=NC1)N1CCN(CC1)CCO